3-[[6-[[6-(2,5-Dioxopyrrolidin-1-yl)oxy-6-oxo-hexyl]-(3-sulfonatopropyl)amino]-1,1-dimethyl-2H-xanthen-10-ium-3-yl]amino]propan-1-sulfonat O=C1N(C(CC1)=O)OC(CCCCCN(C=1C=C2[O+]=C3C=C(CC(C3=CC2=CC1)(C)C)NCCCS(=O)(=O)[O-])CCCS(=O)(=O)[O-])=O